NC=1C=2N(C=CN1)C(=NC2C2=CC=C(C=C2)[C@](C)(C2=CC(=CC=C2)C(F)(F)F)O)[C@@H]2CC[C@@H]1N(C(N(CC1)C)=O)C2 (4aS,7R)-7-[8-Amino-1-(4-{(1R)-1-hydroxy-1-[3-(trifluoromethyl)phenyl]ethyl}phenyl)imidazo[1,5-a]pyrazin-3-yl]-2-methyloctahydro-1H-pyrido[1,2-c]pyrimidin-1-on